3-[(6-{[6-(5-chloro-2-fluorophenyl)-3-methylpyridazin-4-yl]amino}pyrimidin-4-yl)carbamoyl]cyclobutyl 3,5-dimethylpiperazine-1-carboxylate CC1CN(CC(N1)C)C(=O)OC1CC(C1)C(NC1=NC=NC(=C1)NC1=C(N=NC(=C1)C1=C(C=CC(=C1)Cl)F)C)=O